OC1=CC(=CC2=C1C(C=C(O2)C2=CC=CC=C2)=O)O 5,7-Dihydroxy-2-phenyl-4H-1-benzopyran-4-one